COC=1C=C(C(=O)NN)C=C(C1OC)OC 3,4,5-trimethoxybenzoyl-hydrazine